(3-{3-[(4-chlorophenoxy)methyl]-1,2,4-oxadiazol-5-yl}bicyclo[1.1.1]pentan-1-yl)-2-(4-fluorophenoxy)acetamide ClC1=CC=C(OCC2=NOC(=N2)C23CC(C2)(C3)C(C(=O)N)OC3=CC=C(C=C3)F)C=C1